C=C1[C@@H]2[C@H](N[C@H](C1)CC2)C(=O)N2CCC1(CN(C1)C1=NC=NC=C1)CC2 4-{7-[(1S,3S,4R)-5-methylidene-2-azabicyclo[2.2.2]octane-3-carbonyl]-2,7-diazaspiro[3.5]nonan-2-yl}pyrimidin